(1s,3s)-3-{3-[2-(methoxymethoxy)-6-methyl-4-(trifluoromethyl)phenyl]-5-methyl-5,6-dihydro-7H-pyrrolo[2,3-c]pyridazin-7-yl}-1-methylcyclobutanol COCOC1=C(C(=CC(=C1)C(F)(F)F)C)C1=CC2=C(N=N1)N(CC2C)C2CC(C2)(O)C